C(#N)C=1C(NC2=CN=C(C=C2C1N1CCC(CC1)(C)OC)C(=O)NC)=O 3-cyano-4-(4-methoxy-4-methylpiperidin-1-yl)-N-methyl-2-oxo-1,2-dihydro-1,7-naphthyridine-6-carboxamide